L-galacturonate O=C[C@@H](O)[C@H](O)[C@H](O)[C@@H](O)C(=O)[O-]